CN1C(CC(CC1(C)C)OC(CCCCCCCCC(=O)OC1CC(N(C(C1)(C)C)C)(C)C)=O)(C)C bis-(1,2,2,6,6-pentamethyl-4-piperidinyl)sebacate